4-((decyloxy)methyl)-4'-methyl-2,2'-bipyridyl C(CCCCCCCCC)OCC1=CC(=NC=C1)C1=NC=CC(=C1)C